NCC(CC[C@@H](C(=O)OC)NC(=O)OCC1=CC=CC=C1)(F)F (S)-Methyl 6-amino-2-(((benzyloxy)carbonyl)amino)-5,5-difluorohexanoate